(S)-3-(8-chloro-7-fluoronaphthalen-1-yl)-10-(4-(dimethylamino)but-2-enoyl)-4-fluoro-7-methyl-9,10,11,12-tetrahydro-7H-pyrazino[1',2':4,5]pyrazino[2,3-c][1,6]naphthyridin-8(8aH)-one ClC=1C(=CC=C2C=CC=C(C12)C1=NC=C2C3=C(C=NC2=C1F)N(C([C@H]1N3CCN(C1)C(C=CCN(C)C)=O)=O)C)F